6,6,12,12-tetramethyl-indenofluorene CC1(C2=C3C=CC=CC3=CC2=C2C(=C1)C1=CC=CC=C1C2(C)C)C